FC1=C(CN(S(=O)(=O)C)C2=CC=C(C=C2)C(F)(F)F)C=CC(=C1)C=1OC(=NN1)C(F)(F)F N-(2-fluoro-4-(5-(trifluoromethyl)-1,3,4-oxadiazol-2-yl)benzyl)-N-(4-(trifluoromethyl)phenyl)methanesulfonamide